BrC1=C(C=CC(=C1)[N+](=O)[O-])N1CCC2(CC1)CCNCC2 3-(2-bromo-4-nitrophenyl)-3,9-diazaspiro[5.5]undecane